FC1=C(C=CC(=C1)C1=CC=C(C=C1)OC)C1=CC=C(C=C1)CCC 2'-Fluoro-4''-methoxy-4-propyl-[1,1':4',1'']terphenyl